ClC=1C=C(O[C@H]2CN(CC2)C2(CCC(CC2)(F)F)C(=O)OC)C=CC1 methyl 1-[(3R)-3-(3-chlorophenoxy) pyrrolidin-1-yl]-4,4-difluorocyclohexane-1-carboxylate